1-(6-bromo-3-chloro-2-fluorophenyl)prop-2-en-1-one BrC1=CC=C(C(=C1C(C=C)=O)F)Cl